CN(CCCCCN1C=CC2=C1N=CN=C2C2=CC=CC=C2)C N,N-dimethyl-5-(4-phenyl-7H-pyrrolo[2,3-d]pyrimidin-7-yl)pentan-1-amine